1,1,3,3-tetramethyl-1,3-bis(3-aminopropyl)disiloxane C[Si](O[Si](CCCN)(C)C)(CCCN)C